2-(6,6-dimethyl-7-oxo-7,8-dihydro-6H-pyrimido[5,4-b][1,4]oxazin-4-yl)-2,6-diazaspiro[3.5]nonane CC1(C(NC2=C(O1)C(=NC=N2)N2CC1(C2)CNCCC1)=O)C